diethyl (((((3aS,4S,6R,6aR)-6-(6-cyano-4-(cyclopentylamino)-1H-pyrazolo[3,4-d]pyrimidin-1-yl)-2,2-dimethyltetrahydrofuro[3,4-d][1,3]dioxol-4-yl)methyl)thio)methyl)phosphonate C(#N)C1=NC(=C2C(=N1)N(N=C2)[C@@H]2O[C@@H]([C@@H]1[C@H]2OC(O1)(C)C)CSCP(OCC)(OCC)=O)NC1CCCC1